4-(HYDROXYMETHYL)-1,3,2-DIOXABOROLAN OCC1OBOC1